C(C1=CC=CC=C1)C=1NC(=NN1)C(=O)NC1=NC=CC(=C1)C1=C(C=CC(=C1)OCC(C)(C)O)Cl 5-benzyl-N-(4-(2-chloro-5-(2-hydroxy-2-methylpropoxy)phenyl)pyridin-2-yl)-4H-1,2,4-triazole-3-carboxamide